2-[4-[(5-fluoro-3-methyl-1-benzothiophen-2-yl)sulfonylamino]-3-methylsulfonylphenyl]-1,3-thiazole-4-carboxylic acid FC=1C=CC2=C(C(=C(S2)S(=O)(=O)NC2=C(C=C(C=C2)C=2SC=C(N2)C(=O)O)S(=O)(=O)C)C)C1